BrC1=CC=CC(=N1)C=N[S@@](=O)C(C)(C)C (S)-N-((6-bromopyridin-2-yl)methylene)-2-methylpropane-2-sulfinamide